C(C1=CC=CC=C1)OC(=O)N1C2CC2CC(C1)=C=O 4-carbonyl-2-azabicyclo[4.1.0]heptane-2-carboxylic acid benzyl ester